FC1=CC=C(C=C1)C=1N=CN(C1C=1C=CC=2N(C1)C(=CN2)C(=O)N)C(C)C 6-(4-(4-fluorophenyl)-1-isopropyl-1H-imidazol-5-yl)imidazo[1,2-a]pyridine-3-carboxamide